S1(SC(C2=C1C=CC=C2)=O)(=O)=O 3H-1,2-benzodithiole-3-one 1,1-dioxide